BrC=1C(=C(C=CC1)C1=C(C=C(C=C1C)C)C)NC(=S)NC1=CC=CC=C1 1-(3-bromo-2',4',6'-trimethyl-[1,1'-biphenyl]-2-yl)-3-phenylthiourea